C(C=C)(=O)OCCC[N+](C)(C)C acryloyloxypropyl-trimethylammonium